2,4-Dimethoxyquinazoline COC1=NC2=CC=CC=C2C(=N1)OC